tert-butyl (6-fluoro-6-(4-(trifluoromethoxy)phenyl)spiro[3.3]heptan-2-yl)carbamate FC1(CC2(CC(C2)NC(OC(C)(C)C)=O)C1)C1=CC=C(C=C1)OC(F)(F)F